germanium selenide antimony nitrogen [N].[Sb].[Ge]=[Se]